1-bromo-4-(vinyl-2,2-d2)-benzene BrC1=CC=C(C=C1)C=C([2H])[2H]